O1CCCC2=CC(=CC=C12)C(=O)O chroman-6-carboxylic acid